9-ethyl-4-fluoro-1-(piperidin-4-yl)-8,9-dihydro-2,7,9a-triazabenzo[cd]azulen-6(7H)-one C(C)C1CNC(C=2C3=C(N=C(N13)C1CCNCC1)C=C(C2)F)=O